C(C(=C)C)(=O)OCCCCCCCCC(C)C Isoundecyl methacrylate